C(C(C)C)OC=1C=C(/C=C/N2C(=CC(C=C2C)=O)C)C=CC1OC (E)-1-(3-isobutoxy-4-methoxystyryl)-2,6-dimethylpyridin-4(1H)-one